C(C=C)(=O)OCCNC(=O)OCCCCOC (((4-methoxybutoxy)carbonyl)amino)ethyl acrylate